ClC=1C(=C(C=O)C=C(C1)Cl)O 3,5-dichloro-2-hydroxybenzaldehyde